ClC1=CC=C(C=C1)C=1N=C2N(C=CC=C2)C1C=1N=NN(C1)CC1=CC=C(C=C1)S(=O)(=O)C 2-(4-Chlorophenyl)-3-(1-(4-(methylsulfonyl)benzyl)-1H-1,2,3-triazol-4-yl)imidazo[1,2-a]pyridin